(S)-ethyl 2-(methoxymethyl)-1-methyl-5-(2-oxo-2-((1,1,1-trifluoroprop-2-yl) amino) acetyl)-1H-pyrrole-3-carboxylate COCC=1N(C(=CC1C(=O)OCC)C(C(N[C@H](C(F)(F)F)C)=O)=O)C